2,2-bis-[4-(2,3-epoxypropoxy)phenyl]propane C(C1CO1)OC1=CC=C(C=C1)C(C)(C)C1=CC=C(C=C1)OCC1CO1